4-((2-(((5,6-difluoro-3-methylpyridin-2-yl)(1-methylcyclopentyl)methyl)amino)-3,4-dioxocyclobut-1-en-1-yl)amino)-3-hydroxy-N,N-dimethylpicolinamide FC=1C=C(C(=NC1F)C(C1(CCCC1)C)NC1=C(C(C1=O)=O)NC1=C(C(=NC=C1)C(=O)N(C)C)O)C